rac-3-amino-4,4,4-trifluoro-3-methylbutan-2-one N[C@](C(C)=O)(C(F)(F)F)C |r|